Cl.Cl.N[C@@H]1CN(C[C@@H](C1)C)C1=C(C=NC=C1)NC(=O)C=1C(=C(C(=CC1)F)C1=C(C=C(C=C1F)SC)F)F N-(4-((3S,5R)-3-amino-5-methylpiperidin-1-yl)pyridin-3-yl)-2,2',6,6'-tetrafluoro-4'-(methylthio)-[1,1'-biphenyl]-3-carboxamide dihydrochloride